(2,6-Dioxopiperidin-3-yl)-2-fluoro-5-(2-(piperazin-1-yl)acetamido)benzamide O=C1NC(CCC1C=1C(=C(C(=O)N)C=C(C1)NC(CN1CCNCC1)=O)F)=O